tert-Butyl (1-(8-((3-chloro-5-(trifluoromethyl)phenyl)amino)-2-(cyclopentylamino)-9H-purin-9-yl)propan-2-yl)carbamate ClC=1C=C(C=C(C1)C(F)(F)F)NC=1N(C2=NC(=NC=C2N1)NC1CCCC1)CC(C)NC(OC(C)(C)C)=O